6-[[(2S)-5-[bis[2-(tert-butoxycarbonylamino)ethyl]amino]-2-(tert-butoxycarbonylamino)-5-oxo-pentanoyl]amino]hexanoic acid benzyl ester C(C1=CC=CC=C1)OC(CCCCCNC([C@H](CCC(=O)N(CCNC(=O)OC(C)(C)C)CCNC(=O)OC(C)(C)C)NC(=O)OC(C)(C)C)=O)=O